6-(3-(2-((1-(pyridin-4-yl)cyclopropyl)methoxy)acetyl)-3,8-diazabicyclo[3.2.1]octan-8-yl)nicotinonitrile N1=CC=C(C=C1)C1(CC1)COCC(=O)N1CC2CCC(C1)N2C2=NC=C(C#N)C=C2